C1(=CC=CC=C1)C(CS(=O)(=O)C1=NC=CC=N1)CC=C ((2-PHENYLPENT-4-EN-1-YL)SULFONYL)PYRIMIDINE